NCC1=CC=C(C=C1)C1=CC=CC=C1 4-aminomethyl-biphenyl